C(C)(C)NS(=O)(=O)C1=CC=C(C=C1)C=1N=C(SC1)NC1=CC=C(C=C1)S(=O)(=O)C N-isopropyl-4-(2-((4-(methylsulfonyl)phenyl)amino)thiazol-4-yl)benzenesulfonamide